FC1=C(N=C(C2=C1N=C(N=C2N2C[C@@](CCC2)(O)C)SC)OC)C2=CC(=CC1=CC=C(C(=C21)C#C[Si](C(C)C)(C(C)C)C(C)C)F)OCCOC (R)-1-(8-fluoro-7-(7-fluoro-3-(methoxymethyl-methoxy)-8-((triisopropylsilyl)ethynyl)naphth-1-yl)-5-methoxy-2-(methylthio)pyrido[4,3-d]pyrimidin-4-yl)-3-methylpiperidin-3-ol